2-Hydroxy-5-ethoxy-5-oxopentan OC(C)CCC(=O)OCC